O1CCN(CC1)C1=CC=C(C=C1)NC=1N=CC2=C(N1)C(=CS2)C2=CC=C(C=C2)NC(C=C)=O N-(4-(2-(4-morpholinophenylamino)thieno[3,2-d]pyrimidin-7-yl)phenyl)acrylamide